FC=1C=C2C(N(C=NC2=CC1)C=1C(=C(C=CC1)C1=C2C=CNC2=C(C=C1)C(=O)N)C)=O 4-(3-(6-fluoro-4-oxoquinazolin-3(4H)-yl)-2-methylphenyl)-1H-indole-7-carboxamide